FC1=C(C(=CC=C1)OC)N1N=C2C(=CC1=O)NN=C2C2=CC=C(C=C2)N2CC(N(CC2)C)C(C)(C)O 5-(2-fluoro-6-methoxyphenyl)-3-(4-(3-(2-hydroxylprop-2-yl)-4-methylpiperazin-1-yl)phenyl)-1H-pyrazolo[4,3-c]pyridazin-6(5H)-one